5-(2,6-dichloro-4-(3,5-dioxo-6-(trifluoromethyl)-4,5-dihydro-1,2,4-triazin-2(3H)-yl)phenoxy)-N-(3,3-difluorocyclobutyl)-2-hydroxybenzamide ClC1=C(OC=2C=CC(=C(C(=O)NC3CC(C3)(F)F)C2)O)C(=CC(=C1)N1N=C(C(NC1=O)=O)C(F)(F)F)Cl